BrCC1=CC=C(C=C1)[B] 4-(bromomethyl)phenylboron